FC1=CC(=C(C=C1C1=NC(=NC=C1)N1CCOCC1)NC(=O)C1=CN(C(C=C1C(F)(F)F)=O)C)N1C[C@H](N([C@H](C1)C)C)C N-[4-fluoro-5-(2-morpholin-4-ylpyrimidin-4-yl)-2-[(3R,5S)-3,4,5-trimethylpiperazin-1-yl]phenyl]-1-methyl-6-oxo-4-(trifluoromethyl)pyridine-3-carboxamide